Methyl 3-bromo-6-fluoro-pyridine-2-carboxylate BrC=1C(=NC(=CC1)F)C(=O)OC